C(C)(=O)NC1CN(CC1)S(=O)(=O)NC(=O)C=1C(=NC(=CC1)C1=CC(=CC(=C1)OCC(C)C)F)N1C(CC(C1)C)(C)C N-(3-Acetamidopyrrolidin-1-yl)sulfonyl-6-(3-fluoro-5-isobutoxyphenyl)-2-(2,2,4-trimethylpyrrolidin-1-yl)pyridin-3-carboxamid